FC1=C(C(=CC=2SC(=CC21)C(CS(=O)(=O)O)=O)OC)OCCCOC2=C(C1=C(SC(=C1)C(CC(C(=O)OC)(C)C)=O)C=C2OC)F 2-(4-Fluoro-5-(3-((4-fluoro-6-methoxy-2-(4-methoxy-3,3-dimethyl-4-oxobutanoyl)benzo[b]thiophen-5-yl)oxy)propoxy)-6-methoxybenzo[b]thiophen-2-yl)-2-oxoethane-1-sulfonic acid